acetyl-tryptophan methyl ester COC([C@@H](NC(C)=O)CC1=CNC2=CC=CC=C12)=O